C(C1=CC=CC=C1)S(=O)(=O)Cl α-toluenesulfonyl chloride